1-(tert-butyl)-N-(4-(6-(1-methyl-1H-pyrazol-4-yl)pyrrolo[2,1-f][1,2,4]triazin-4-yl)-2-(trifluoromethyl)benzyl)-1H-pyrazole-4-carboxamide C(C)(C)(C)N1N=CC(=C1)C(=O)NCC1=C(C=C(C=C1)C1=NC=NN2C1=CC(=C2)C=2C=NN(C2)C)C(F)(F)F